tert-Butyl (2S,3R)-3-{[(benzyloxy)carbonyl]amino}-4,4-difluoro-2-[(2-fluoro-3-hydroxyphenyl)methyl]pyrrolidine-1-carboxylate C(C1=CC=CC=C1)OC(=O)N[C@@H]1[C@@H](N(CC1(F)F)C(=O)OC(C)(C)C)CC1=C(C(=CC=C1)O)F